1-(2-((4-(4-amino-3-(4-phenoxyphenyl)-1H-pyrazolo[3,4-d]pyrimidin-1-yl)piperidin-1-yl)methyl)-6-fluorophenyl)dihydropyrimidine-2,4(1H,3H)-dione NC1=C2C(=NC=N1)N(N=C2C2=CC=C(C=C2)OC2=CC=CC=C2)C2CCN(CC2)CC2=C(C(=CC=C2)F)N2C(NC(CC2)=O)=O